8-{[6-(tert-Butoxy)-5-(pyrrolidin-1-carbonyl)pyridin-2-yl]amino}-6-[(oxan-4-yl)amino]imidazo[1,2-b]pyridazin-3-carbonitril C(C)(C)(C)OC1=C(C=CC(=N1)NC=1C=2N(N=C(C1)NC1CCOCC1)C(=CN2)C#N)C(=O)N2CCCC2